C[C@@H]1O[C@@H](CN(C1)C1=CC=CC(=N1)C1=NC2=CC(=NC=C2C=C1)CC(=O)NC1=CC=C(C=C1)S(=O)(=N)C)C 2-(2-(6-((cis)-2,6-dimethylmorpholino)pyridin-2-yl)-1,6-naphthyridin-7-yl)-N-(4-(S-methylsulfonimidoyl)phenyl)acetamide